1-(4-bromo-5-methyl-1H-pyrazol-3-yl)-2,2-dimethylpiperazine trifluoroacetate salt FC(C(=O)O)(F)F.BrC=1C(=NNC1C)N1C(CNCC1)(C)C